3-amino-5-(2-boronoethyl)pyrrolidine-3-carboxylic acid NC1(CNC(C1)CCB(O)O)C(=O)O